C(C1=CC=CC=C1)OC1=C2C(=C(N(C2=CC(=C1)F)C1=CC(=C(C=C1)F)F)C(CC#N)C)C1=CC=C(C(=O)OC)C=C1 methyl 4-[4-benzyloxy-2-(2-cyano-1-methyl-ethyl)-1-(3,4-difluorophenyl)-6-fluoro-indol-3-yl]benzoate